FC1=C(C=CC(=C1)C(NCCO)=O)N1CCN(CC1)C(=O)[O-] 4-(2-Fluoro-4-((2-hydroxyethyl)carbamoyl)phenyl)piperazine-1-carboxylate